(2S)-3-methyl-2-{[({4-oxo-1-[2-(propan-2-yloxy)ethyl]-2-sulfanylidene-1H,2H,3H,4H,5H-pyrrolo[3,2-d]pyrimidin-5-yl}methoxy)carbonyl]amino}butanoic acid CC([C@@H](C(=O)O)NC(=O)OCN1C=CC=2N(C(NC(C21)=O)=S)CCOC(C)C)C